C(C)N1CC(CC1)C1=CC=CC=2N(C=NC21)C(=O)NCCCC2=CC=CC=C2 4-(1-Ethylpyrrolidin-3-yl)-N-(3-phenylpropyl)-1H-benzo[d]imidazole-1-carboxamide